NCCCCN(C1=C2CN(C(C2=CC=C1)=O)C1C(NC(CC1)=O)=O)CCCCN 3-(4-(bis(4-aminobutyl)amino)-1-oxoisoindolin-2-yl)piperidine-2,6-dione